ditert-butyl-[2-(2,4,6-triisopropylphenyl)phenyl]phosphine C(C)(C)(C)P(C1=C(C=CC=C1)C1=C(C=C(C=C1C(C)C)C(C)C)C(C)C)C(C)(C)C